(R)-1-(1-(4-hydroxycyclohexyl) ethyl)-2-methyl-1H-pyrrolo[2,3-b]pyridine-3-carboxylate OC1CCC(CC1)[C@@H](C)N1C(=C(C=2C1=NC=CC2)C(=O)[O-])C